ClC1=C(C(=C(C=C1)C1=NC(=NC2=NC(=CN=C12)C)[C@@H]1C[C@@H](OCC1)C1=CC(=NC=C1)C)F)F |r| 4-(4-chloro-2,3-difluoro-phenyl)-7-methyl-2-[rac-(2R,4S)-2-(2-methyl-4-pyridyl)tetrahydropyran-4-yl]pteridine